5-(5-((1R,5S,6r)-6-(1H-1,2,3-triazol-5-yl)-3-azabicyclo[3.1.0]hexan-3-yl)-1,3,4-oxadiazol-2-yl)-N-(2,3-dihydro-1H-indene-2-yl)pyrimidin-2-amine N1N=NC=C1C1[C@H]2CN(C[C@@H]12)C1=NN=C(O1)C=1C=NC(=NC1)NC1CC2=CC=CC=C2C1